3,3-dimethyl-1-(4-{6-[4-(4-methylpiperazin-1-yl)phenyl]furo[3,2-b]pyridin-3-yl}phenyl)urea CN(C(NC1=CC=C(C=C1)C1=COC=2C1=NC=C(C2)C2=CC=C(C=C2)N2CCN(CC2)C)=O)C